methyl 5-(difluoromethyl)-3-morpholinopicolinate FC(C=1C=C(C(=NC1)C(=O)OC)N1CCOCC1)F